ClC1=C(C(=CC=C1)C)N1N=CC2=C1COC[C@H]2NC(C2=NC=C(C(=C2)C)C)=O (S)-N-(1-(2-chloro-6-methylphenyl)-1,4,5,7-tetrahydropyrano[3,4-c]pyrazol-4-yl)-4,5-dimethylpicolinamide